FC=1C=CC(=NC1)COC1=CC(N(C=C1)C=1C=CC=2C3=C(N(C2C1)C([2H])([2H])[2H])CCNC3([2H])[2H])=O 4-((5-fluoropyridin-2-yl)methoxy)-1-(5-(methyl-d3)-2,3,4,5-tetrahydro-1H-pyrido[4,3-b]indol-7-yl-1,1-d2)pyridin-2(1H)-one